2,5-dimethyl-4,5-dihydro-2H-[1,2,3]triazolo[4,5-c][1,7]naphthyridin-6-amine CN1N=C2C(CN(C3=C(N=CC=C23)N)C)=N1